1-Cyclopentyl-3-methyl-8-(1-methyl-1H-indazol-5-yl)-7-(methylsulfonyl)-3,6-dihydroimidazo[4,5-d]pyrrolo[2,3-b]pyridin-2(1H)-on C1(CCCC1)N1C(N(C=2C1=C1C(=NC2)NC(=C1C=1C=C2C=NN(C2=CC1)C)S(=O)(=O)C)C)=O